N-{(2S)-4-[{(1R)-1-[1-benzyl-4-(2,5-difluorophenyl)-1H-imidazol-2-yl]-2,2-dimethylpropyl}(glycoloyl)amino]-2-[(tert-butoxycarbonyl)amino]butanoyl}-beta-alanine C(C1=CC=CC=C1)N1C(=NC(=C1)C1=C(C=CC(=C1)F)F)[C@@H](C(C)(C)C)N(CC[C@@H](C(=O)NCCC(=O)O)NC(=O)OC(C)(C)C)C(CO)=O